OC1=C(C(NC2=NC=CC=C12)=O)C(=O)N 4-hydroxy-2-oxo-1,2-dihydro-1,8-naphthyridine-3-carboxamide